FC1(CCC(CC1)C1=NC=CC(=C1NC(C1=CN=C(C(=C1)F)OC(C)C)=O)C1=NC=CC=C1)F N-(2'-(4,4-difluorocyclohexyl)-[2,4'-bipyridin]-3'-yl)-5-fluoro-6-isopropoxynicotinamide